CC(C)S propane-2-thiol